C(C)(C)(C)OC(=O)N1[C@H](C[C@@H](C1)C1=CC=CC=C1)C(N[C@H](C(=O)NCC1=CC(=CC(=C1)C#N)Cl)C)=O (2R,4R)-2-(((S)-1-((3-chloro-5-cyanobenzyl)amino)-1-oxopropan-2-yl)carbamoyl)-4-phenylpyrrolidine-1-carboxylic acid tert-butyl ester